(R)-8-bromo-2-methyloctanoic acid tert-butyl ester C(C)(C)(C)OC([C@@H](CCCCCCBr)C)=O